COC1=C(C=2CC3=CC=CC=C3C2C=C1)OC dimethoxyfluorene